6-Bromo-7-fluoro-3-isopropylquinolin-2-amine BrC=1C=C2C=C(C(=NC2=CC1F)N)C(C)C